O=C(/C=C/C1=CC=C(OCC(=O)O)C=C1)C1=CC=C(C=C1)S(=O)(=O)N1CCCC1 2-[4-[(E)-3-Oxo-3-(4-pyrrolidin-1-ylsulfonylphenyl)prop-1-enyl]phenoxy]acetic acid